BrC=1C=C2C(=NC1)C=C(O2)[Si](C)(C)C 6-bromo-2-(trimethylsilyl)furo[3,2-b]Pyridine